C(C=C)(=O)N1[C@@H](C[C@H](CC1)N1C=NC=2C(=NC=3C(=C(C(=CC3C21)C(F)(F)F)C=2C=CC(=C1C=CC=NC21)F)F)N2CC(C2)N(C)C)CC#N ((2S,4S)-1-acryloyl-4-(4-(3-(dimethylamino)azetidin-1-yl)-6-fluoro-7-(5-fluoroquinolin-8-yl)-8-(trifluoromethyl)-1H-imidazo[4,5-c]quinolin-1-yl)piperidin-2-yl)acetonitrile